5-(2-(2-Cyanoacetamido)imidazo[1,2-b]pyridazin-6-yl)-2-methoxynicotinic acid, lithium salt [Li+].C(#N)CC(=O)NC=1N=C2N(N=C(C=C2)C=2C=NC(=C(C(=O)[O-])C2)OC)C1